(2S)-2-(3-benzylureido)-N-(1-((3,5-dimethoxybenzyl)amino)-1,2-dioxopentan-3-yl)-4-methylpentanamide C(C1=CC=CC=C1)NC(N[C@H](C(=O)NC(C(C(=O)NCC1=CC(=CC(=C1)OC)OC)=O)CC)CC(C)C)=O